(R)-1-(2,5-difluoropyridin-3-yl)ethyl (1-methyl-4-(5-(4-methylisoxazole-5-carboxamido) pyridin-2-yl)-1H-1,2,3-triazol-5-yl)carbamate CN1N=NC(=C1NC(O[C@H](C)C=1C(=NC=C(C1)F)F)=O)C1=NC=C(C=C1)NC(=O)C1=C(C=NO1)C